2-(isoquinolin-5-yl)-N-(5-(trifluoromethyl)thiazol-2-yl)acetamide C1=NC=CC2=C(C=CC=C12)CC(=O)NC=1SC(=CN1)C(F)(F)F